O=C1NC(CCC1N1C(C2=CC=C(C=C2C1=O)N([C@H]1[C@H](C2=CC=CC=C2C1)NC)C)=O)=O 2-(2,6-dioxopiperidin-3-yl)-5-(methyl((1S,2R)-1-(methylamino)-2,3-dihydro-1H-inden-2-yl)amino)isoindoline-1,3-dione